C(C)(CC)NC1CN(C1)C(=O)C=1C=C(CC2=NNC(C3=CC=CC=C23)=O)C=CC1F 4-(3-(3-(sec-butylamino)azetidine-1-carbonyl)-4-fluorobenzyl)phthalazin-1(2H)-one